ethyl 1-{[(3-amino-4,5-dichloro-2-thienyl)carbonyl] amino}cyclopropanecarboxylate NC1=C(SC(=C1Cl)Cl)C(=O)NC1(CC1)C(=O)OCC